5-(4-((1-(3-(1,1-difluoro-2-hydroxy-2-methylpropyl)-2-fluorophenyl)ethyl)amino)-7-Ethynyl-8-fluoro-2-methylquinazolin-6-yl)-1-methylpyridin-2(1H)-one FC(C(C)(C)O)(F)C=1C(=C(C=CC1)C(C)NC1=NC(=NC2=C(C(=C(C=C12)C=1C=CC(N(C1)C)=O)C#C)F)C)F